ClC1=CC=C(S1)CC(=O)N 2-(5-chloro-thiophen-2-yl)acetamide